1-hydroxy-3,7-dimethyloctan-6-en OCCC(CCC=C(C)C)C